8-((2S,5R)-4-benzyl-2,5-diethylpiperazin-1-yl)-6-(benzyloxy)imidazo[1,2-b]pyridazine-2-carboxylic acid ethyl ester C(C)OC(=O)C=1N=C2N(N=C(C=C2N2[C@H](CN([C@@H](C2)CC)CC2=CC=CC=C2)CC)OCC2=CC=CC=C2)C1